(2R,3S)-3-amino-2-methyl-2,3-dihydropyrido[3,2-b][1,4]oxazepin-4(5H)-one hydrochloride Cl.N[C@@H]1C(NC2=C(O[C@@H]1C)C=CC=N2)=O